C=CCCCCCCCCCCC=C tetradeca-1,13-dien